9-(2-pyrazinyl)acridine N1=C(C=NC=C1)C=1C2=CC=CC=C2N=C2C=CC=CC12